(1S,4r)-4-((S)-3-fluoropyrrolidin-1-yl)cyclohexan-1-amine F[C@@H]1CN(CC1)C1CCC(CC1)N